Cl.N[C@@H](C)C(=O)OC methyl L-alaninate hydrochloride salt